C(N)(=O)C1=NC(=NN1C)C=1C(=CC(=C(C1)NC(=O)N1C2CC(CC1(C2)C=2OC(=NN2)C)C)F)C(F)(F)F cis-N-(5-(5-carbamoyl-1-methyl-1H-1,2,4-triazol-3-yl)-2-fluoro-4-(trifluoromethyl)phenyl)-3-methyl-1-(5-methyl-1,3,4-oxadiazol-2-yl)-6-azabicyclo[3.1.1]heptane-6-carboxamide